FC1=CC=C(C=C1)C1=NC(=NC(=C1/C=C/C(CC(CC(=O)OCCC)=O)=O)C(C)C)N(S(=O)(=O)C)C n-propyl (E)-7-[4-(4-fluorophenyl)-6-isopropyl-2-[methyl(methylsulfonyl)amino]pyrimidin-5-yl]-3,5-dioxo-6-heptenoate